Cl.NC1=C(CNC2C3CC4(CC(CC2C4)C3)O)C=C(C=C1Br)Br 4-((2-amino-3,5-dibromobenzyl)amino)adamantane-1-ol hydrochloride